C(#N)C1=CC(=C(COC2=CC=CC(=N2)C2=CC(=C(CC3=NC4=C(N3[C@H]3COC[C@H]3C(F)F)C=C(C=C4)C(=O)O)C=C2F)F)C=C1)F 2-(4-(6-((4-cyano-2-fluorobenzyl)oxy)pyridin-2-yl)-2,5-difluorobenzyl)-1-((3R,4S)-4-(difluoromethyl)tetrahydrofuran-3-yl)-1H-benzo[d]imidazole-6-carboxylic acid